COC=1C=CC=C(C(=O)C2=CC=CC=C2)C1 5-methoxybenzophenone